6,6'-[[4,4'-bis(1,1-dimethylethyl)-[1,1'-binaphthyl]-2,2'-diyl]bis(oxy)]bis-dibenzo[d,f][1,3,2]-dioxaphosphepin CC(C)(C)C1=CC(=C(C2=CC=CC=C12)C1=C(C=C(C2=CC=CC=C12)C(C)(C)C)OP1OC2=C(C3=C(O1)C=CC=C3)C=CC=C2)OP2OC3=C(C1=C(O2)C=CC=C1)C=CC=C3